(R)-4-(3-(3-Aminopiperidin-1-carbonyl)-1-(2-fluoro-4-(piperidin-1-yl)phenyl)-1H-pyrazol-5-yl)benzonitril N[C@H]1CN(CCC1)C(=O)C1=NN(C(=C1)C1=CC=C(C#N)C=C1)C1=C(C=C(C=C1)N1CCCCC1)F